OC(C)(C)C1=CC=C(O1)C(C)(C)O 2-[5-(1-hydroxy-1-methyl-ethyl)-2-furyl]propan-2-ol